(3ar,6ar)-hexahydro-2H-furo[2,3-c]pyrrole O1CC[C@H]2[C@@H]1CNC2